BrC1=C(C(=C(NCC(C)(O)C)C(=C1)[N+](=O)[O-])Cl)F 1-(4-bromo-2-chloro-3-fluoro-6-nitro-anilino)-2-methyl-propan-2-ol